COC(=O)C1=NN(C2=NC=C(C=C21)Br)C 5-bromo-1-methyl-1H-pyrazolo[3,4-b]Pyridine-3-carboxylic acid methyl ester